FC(C=1C=C(CC=2C=C(C=CC2)/C=C/C(=O)OCC)C=CC1)(F)F ethyl (E)-3-(3-(3-(trifluoromethyl)benzyl)phenyl)acrylate